3,5-difluoro-4-hydroxy-N-{[(1r,4r)-4-(6-methyl-2H-indazol-2-yl)cyclohexyl]methyl}benzamide tert-butyl-(2S,4R)-2-hydroxy-2-vinyl-6-azaspiro[3.5]nonane-6-carboxylate C(C)(C)(C)OC(=O)N1CC2(CC(C2)(C=C)O)CCC1.FC=1C=C(C(=O)NCC2CCC(CC2)N2N=C3C=C(C=CC3=C2)C)C=C(C1O)F